1-((5-(2,2'-dichloro-3'-(pyrido[3,4-b]pyrazin-5-ylamino)-[1,1'-biphenyl]-3-yl)-3-methoxypyrazin-2-yl)methyl)-3-methylazetidine-3-carboxylic acid ClC1=C(C=CC=C1C=1N=C(C(=NC1)CN1CC(C1)(C(=O)O)C)OC)C1=C(C(=CC=C1)NC1=NC=CC=2C1=NC=CN2)Cl